ClC=1C=CC(=NC1)O[C@H]1C[C@H](N(C1)C1=CC=C(C(=O)N[C@@H](CC#N)C2=CC=C(C=C2)S(=O)(=O)CC)C=C1)COC(F)F 4-((2S,4S)-4-((5-chloropyridin-2-yl)oxy)-2-((difluoromethoxy)methyl)pyrrolidin-1-yl)-N-((S)-2-cyano-1-(4-(ethylsulfonyl)phenyl)ethyl)benzamide